ClC1=CC(=C(N=N1)C1=C(C=C(C=C1)C(F)(F)F)OCOC)C 6-Chloro-3-(2-(methoxymethoxy)-4-(trifluoromethyl)phenyl)-4-methylpyridazine